ClC1=CC=C(C=C1)[C@@]1(N(C(C2=CC(=CC=C12)C(C)(C1=CC(=NC=C1)OC)O)=O)CC1=NC=C(C=C1)Cl)OC (3R)-3-(4-chlorophenyl)-2-[(5-chloropyridin-2-yl)methyl]-6-[1-hydroxy-1-(2-methoxypyridin-4-yl)ethyl]-3-methoxy-2,3-dihydro-1H-isoindol-1-one